ClC(C(=O)OC)CCC methyl chlorovalerate